Ethylene lithium dicarbonate C(=O)([O-])OC(=O)[O-].[Li+].C=C.[Li+]